CN(C1CCC(CC1)NC1=C2C=C(N(C2=CC=C1)CC(F)(F)F)C#CCNC1=C(C=C(C=C1)S(=O)(=O)N)OC)C 4-((3-(4-(((1R,4R)-4-(dimethylamino)cyclohexyl)amino)-1-(2,2,2-trifluoroethyl)-1H-indol-2-yl)prop-2-yn-1-yl)amino)-3-methoxybenzene-sulfonamide